OCC1CC(NC1)=O 4-(hydroxymethyl)pyrrolidone